O[C@]1(C[C@@H](CCC1)C)CNC(=O)C=1C=C(N2C=CC=C(C12)C(F)(F)F)CCOC 3-(2-Methoxy-ethyl)-8-trifluoromethyl-indolizine-1-carboxylic acid ((1R,3R)-1-hydroxy-3-methyl-cyclohexylmethyl)-amide